1-hydroxy-N-((3S,4S)-1-(imidazo[1,5-a]pyridine-8-carbonyl)-4-phenylpiperidin-3-yl)cyclohexanecarboxamide OC1(CCCCC1)C(=O)N[C@@H]1CN(CC[C@H]1C1=CC=CC=C1)C(=O)C=1C=2N(C=CC1)C=NC2